Tert-butyl 4-(2-(trifluoromethoxy) phenyl)-5,6-dihydropyridine-1(2H)-carboxylate FC(OC1=C(C=CC=C1)C1=CCN(CC1)C(=O)OC(C)(C)C)(F)F